FC1=CC=C(C=C1)NC=1C(OC2=C(C1C(F)(F)F)C=CC=C2[N+](=O)[O-])=O ((4-fluorophenyl)amino)-8-nitro-4-(trifluoromethyl)-2H-benzopyran-2-one